C1(=CC=CC=C1)N1N=CC=2C1=NC(=NC2)C(=O)N[C@@H]2C(N(C=1N(CC2)N=C(C1)C)C)=O 1-phenyl-N-[(6S)-2,4-dimethyl-5-oxo-7,8-dihydro-6H-pyrazolo[1,5-a][1,3]diazepin-6-yl]pyrazolo[3,4-d]pyrimidine-6-carboxamide